5-(1-((tert-butoxycarbonyl)amino)ethyl)-2-(3-(cyclopropylmethoxy)-4-(difluoromethoxy)phenyl)oxazole-4-carboxylic acid C(C)(C)(C)OC(=O)NC(C)C1=C(N=C(O1)C1=CC(=C(C=C1)OC(F)F)OCC1CC1)C(=O)O